C(C)(C)(C)C1N(CCC(C1)N1N=CC(=C1)NC1=NC=C(C(=N1)C1=CC=C(C=C1)C(NCC#N)=O)C)C(=O)N (tert-butyl)-4-(4-((4-(4-((cyanomethyl)carbamoyl)phenyl)-5-methylpyrimidin-2-yl)amino)-1H-pyrazol-1-yl)piperidine-1-carboxamide